NC=1C(NC2=C3C=CC=NC3=C(C=C2C1C1=C2C=NNC2=C(C=C1)F)OC1CCS(CC1)(=O)=O)=O 3-amino-6-(1,1-dioxothian-4-yl)oxy-4-(7-fluoro-1H-indazol-4-yl)-1H-1,7-phenanthrolin-2-one